3-(2-((2-((tert-butyldiphenylsilyl)oxy)ethyl)(methyl)-amino)-3,3,3-trifluoropropyl)-1-((R)-1-(3-(8-chloroimidazo[1,2-a]pyrazin-6-yl)phenyl)ethyl)-1-ethylurea [Si](C1=CC=CC=C1)(C1=CC=CC=C1)(C(C)(C)C)OCCN(C(CNC(N(CC)[C@H](C)C1=CC(=CC=C1)C=1N=C(C=2N(C1)C=CN2)Cl)=O)C(F)(F)F)C